FC1=C(C(=O)NC=2C3=C(N=CN2)NC=C3)C(=C(C(=C1F)F)F)S(=O)C 2,3,4,5-tetrafluoro-6-(methylsulfinyl)-N-(7H-pyrrolo[2,3-d]pyrimidin-4-yl)benzamide